COC1=CC=C(C=NN2C3=NC(=NC(=C3N=C2)NC2=CC=NC=C2)N2CCOCC2)C=C1 9-((4-methoxybenzylidene)amino)-2-morpholino-N-(pyridin-4-yl)-9H-purin-6-amine